NC1=NC=NN2C1=CC=C2[C@H]2[C@@H]([C@@H]([C@@](O2)(CF)CO[P@](=O)(OC2=CC=CC=C2)N[C@@H](C)C(=O)OC(C)C)O)O isopropyl ((S)-(((2R,3S,4R,5S)-5-(4-aminopyrrolo[2,1-f][1,2,4]triazin-7-yl)-2-(fluoromethyl)-3,4-dihydroxytetrahydrofuran-2-yl)methoxy)(phenoxy)phosphoryl)-L-alaninate